7-oxa-bicyclo[4.1.0]hept-3-ene-3-carboxylic acid ethyl ester C(C)OC(=O)C=1CC2OC2CC1